3-((S)-2-hydroxy-3-((R)-8-(5-oxo-6,7-dihydro-5H-pyrrolo[3,4-b]pyridin-3-ylsulfonyl)-1-oxa-8-azaspiro[4.5]decan-3-ylamino)propoxy)-N-methylbenzenesulfonamide O[C@H](COC=1C=C(C=CC1)S(=O)(=O)NC)CN[C@H]1COC2(C1)CCN(CC2)S(=O)(=O)C=2C=C1C(=NC2)CNC1=O